C1(CCC1)C1=CC(=C(C(=O)O)C=C1C=1NC(=CN1)COC)C 4-cyclobutyl-5-(5-(methoxymethyl)-1H-imidazol-2-yl)-2-methylbenzoic acid